3-azabicyclo[3.1.0]Hexane C12CNCC2C1